4-(4-chloro-6-(4-isopropylpiperazin-1-yl)-1,3,5-triazin-2-yl)morpholine ClC1=NC(=NC(=N1)N1CCN(CC1)C(C)C)N1CCOCC1